ClC1=CC=C(C=C1)C#CC(CC=C)(O)[Si](C)(C)C(C)(C)C 6-p-chlorophenyl-4-(tert-butyldimethylsilyl)-1-hexene-5-yne-4-ol